1-(2-chloroethyl)-3-(tetrahydrofuran-3-yl)urea ClCCNC(=O)NC1COCC1